BrC1=CC=C2C(NN=C(C2=C1)CC=1C=C(C(=C(C(=O)OC)C1)F)F)=O methyl 5-[(7-bromo-4-oxo-3H-phthalazin-1-yl)methyl]-2,3-difluoro-benzoate